OCCN1N=C(C(=C1)NC=1N=CC2=C(N1)N(C(=C2)C#N)[C@H](COC)C)OC2CCOCC2 (S)-2-((1-(2-hydroxyethyl)-3-((tetrahydro-2H-pyran-4-yl)oxy)-1H-pyrazol-4-yl)amino)-7-(1-methoxypropan-2-yl)-7H-pyrrolo[2,3-d]pyrimidine-6-carbonitrile